tertbutyl 1-(3-amino 3-oxopropyl)hydrazine-1-carboxylate NC(CCN(N)C(=O)OC(C)(C)C)=O